N1=NC=C(C=C1)C1=NC=2N(C(=N1)N)N=CC2 (pyridazin-4-yl)pyrazolo[1,5-a][1,3,5]triazin-4-amine